BrC=1N=CC(=NC1)N1C[C@@H](CC1)OC=1C(=NC=2N(C1C)N=C(N2)C)C (R)-6-((1-(5-bromopyrazin-2-yl)pyrrolidin-3-yl)oxy)-2,5,7-trimethyl-[1,2,4]triazolo[1,5-a]pyrimidine